CC([C@@H](C(=O)N1[C@@H](C[C@H](C1)O)C(=O)N[C@@H](C)C1=CC=C(C=C1)C1=C(N=CS1)C)NC(COC1CCNCC1)=O)(C)C (2S,4R)-1-[(2S)-3,3-dimethyl-2-[[2-(4-piperidyloxy)acetyl]amino]butanoyl]-4-hydroxy-N-[(1S)-1-[4-(4-methylthiazol-5-yl)phenyl]ethyl]pyrrolidine-2-carboxamide